C1(=CC=CC=C1)C(C(NCCCCC1=CC=CC=C1)C1=CC=CC=C1)NS(=O)(=O)C N-[1,2-Diphenyl-2-[(4-phenylbutyl)amino]ethyl]-methansulfonamid